3,4-dibromo-5-hydroxyfuran-2(5H)-one BrC=1C(OC(C1Br)O)=O